2-(4-nitrobenzoyl)benzoic acid [N+](=O)([O-])C1=CC=C(C(=O)C2=C(C(=O)O)C=CC=C2)C=C1